tert-butyl (tosyloxy)carbamate S(=O)(=O)(C1=CC=C(C)C=C1)ONC(OC(C)(C)C)=O